NC=1C2=C(N=CN1)N(C1=C2N=C(C=C1)C1=CC=NC=C1)CC(=O)N1[C@@H]2C[C@@H]2C[C@H]1C(=O)NC1=NC(=CC=C1)Br (1R,3S,5R)-2-(2-(4-amino-6-(pyridin-4-yl)-9H-pyrido[2',3':4,5]pyrrolo[2,3-d]pyrimidin-9-yl)acetyl)-N-(6-bromopyridin-2-yl)-2-azabicyclo[3.1.0]hexane-3-carboxamide